Cobalt fluoride hydrate O.[Co](F)F